tert-butyl (R)-4-((R)-1-hydroxy-2-methylpropyl)-2,2-dimethyloxazolidine-3-carboxylate O[C@H](C(C)C)[C@@H]1N(C(OC1)(C)C)C(=O)OC(C)(C)C